tert-Butyl 4-[[2-cyclopropyl-4-(trifluoromethyl)phenyl] methylene]piperidine-1-carboxylate C1(CC1)C1=C(C=CC(=C1)C(F)(F)F)C=C1CCN(CC1)C(=O)OC(C)(C)C